N-(4-(tert-butyl)phenyl)cyclohexane-1,4-diamine hydrochloride Cl.C(C)(C)(C)C1=CC=C(C=C1)NC1CCC(CC1)N